FC(C(C(C(=O)C=1SC=CC1)=O)=O)(F)F trifluoro-1-(2-thienyl)-1,3-dioxobutan-2-one